C1(CCCC1)N(CC(=O)N)C1=C(C=CC=C1)C=O 2-[CYCLOPENTYL(2-FORMYLPHENYL)AMINO]ACETAMIDE